N-[(dimethylamino)(imino)methyl]benzamide CN(C)C(NC(C1=CC=CC=C1)=O)=N